2-(methylamino)-N-[6'-(2-phenylethynyl)-5'-(5-pyrimidinyl)[3,4'-bipyridin]-2'-yl]-propanamide CNC(C(=O)NC1=NC(=C(C(=C1)C=1C=NC=CC1)C=1C=NC=NC1)C#CC1=CC=CC=C1)C